ClC=1C=CC(=C2C=NN(C12)COCC[Si](C)(C)C)C=1NN=NC1 7-chloro-4-(3H-1,2,3-triazol-4-yl)-1-[[2-(trimethylsilyl)ethoxy]methyl]indazole